FC(C1=C(C=C(C=C1)F)B(O)O)F 2-(DIFLUOROMETHYL)-5-FLUOROPHENYLBORONIC ACID